FC1=C(C(=O)C=2C3=C(SC2NC([C@H](C)NC(OC(C)(C)C)=O)=O)CCC3)C(=CC=C1)F tert-butyl N-[(1S)-2-[[3-(2,6-difluorobenzoyl)-5,6-dihydro-4H-cyclopenta[b]thiophen-2-yl]amino]-1-methyl-2-oxo-ethyl]carbamate